ClC=1C=C(C=C(C1)S(=O)(=O)C)NC(=O)C=1C=NN(C1)C1=NC=C(C=C1)N1C(COCC1)=O N-(3-chloro-5-(methylsulfonyl)phenyl)-1-(5-(3-oxo-morpholino)pyridin-2-yl)-1H-pyrazole-4-carboxamide